6-[8-(1,3-benzothiazol-2-ylcarbamoyl)-3,4-dihydroisoquinolin-2(1H)-yl]-3-[1-(2-cyclohexyl-1-phenylethyl)-1H-pyrazol-4-yl]pyridine-2-carboxylic acid S1C(=NC2=C1C=CC=C2)NC(=O)C=2C=CC=C1CCN(CC21)C2=CC=C(C(=N2)C(=O)O)C=2C=NN(C2)C(CC2CCCCC2)C2=CC=CC=C2